tert-butyl 2-(4-[[(2-chloro-5-nitropyrimidin-4-yl) amino] methyl] phenyl)-3-methyl-4h,6h,7h-pyrazolo[4,3-c]pyridine-5-carboxylate ClC1=NC=C(C(=N1)NCC1=CC=C(C=C1)N1N=C2C(CN(CC2)C(=O)OC(C)(C)C)=C1C)[N+](=O)[O-]